4-[3-(4-Bromo-2,6-dichlorobenzoyl)-2,4-dihydro-1,3-benzoxazin-8-yl]-2-(3-oxa-8-azabicyclo[3.2.1]oct-8-yl)benzoic acid BrC1=CC(=C(C(=O)N2COC3=C(C2)C=CC=C3C3=CC(=C(C(=O)O)C=C3)N3C2COCC3CC2)C(=C1)Cl)Cl